IC1=CC=C(C(=O)NC2=CC=C(C=C2)CCNC(=S)NC)C=C1 4-iodo-N-{4-[2-(3-methyl-thioureido)-ethyl]-phenyl}-benzamide